2-(N-(1-(1-(naphthalen-1-yl)ethyl)piperidin-4-yl)methylsulfonamido)-N-(2-oxo-2-(prop-2-yn-1-ylamino)ethyl)acetamide C1(=CC=CC2=CC=CC=C12)C(C)N1CCC(CC1)N(S(=O)(=O)C)CC(=O)NCC(NCC#C)=O